5-[[2-[(2R,5R)-5-(Difluoromethoxy)-2-phenyl-1-piperidyl]-2-oxo-acetyl]amino]pyridine-3-carboxamide FC(O[C@@H]1CC[C@@H](N(C1)C(C(=O)NC=1C=C(C=NC1)C(=O)N)=O)C1=CC=CC=C1)F